dipentaerythritol tricaprate C(=O)(CCCCCCCCC)OCC(COC(=O)CCCCCCCCC)(COCC(COC(=O)CCCCCCCCC)(CO)CO)CO